(1S,3R)-3-azido-N,N-dimethyl-4-oxocyclohexane-1-carboxamide N(=[N+]=[N-])[C@@H]1C[C@H](CCC1=O)C(=O)N(C)C